4,4'-diisothiocyanatodihydro-stilbene-2,2-disulfonic acid N(=C=S)C1CC(C(C=C1)C=CC1=CC=C(C=C1)N=C=S)(S(=O)(=O)O)S(=O)(=O)O